racemic-(cis)-10-(3-((bis(4-methoxyphenyl)-(phenyl)methoxy)methyl)-4-(hydroxymethyl)-3,4-dimethylpyrrolidin-1-yl)-10-oxodecanoic acid lithium [Li].COC1=CC=C(C=C1)C(OC[C@@]1(CN(C[C@]1(C)CO)C(CCCCCCCCC(=O)O)=O)C)(C1=CC=CC=C1)C1=CC=C(C=C1)OC